9,9'-(5-(2,6-diphenylpyrimidin-4-yl)-1,3-phenylene)bis(3-(p-tolyl)-9H-carbazole) C1(=CC=CC=C1)C1=NC(=CC(=N1)C=1C=C(C=C(C1)N1C2=CC=CC=C2C=2C=C(C=CC12)C1=CC=C(C=C1)C)N1C2=CC=CC=C2C=2C=C(C=CC12)C1=CC=C(C=C1)C)C1=CC=CC=C1